[Se]1(C2=C(C=C1)CC1=C2[Se]C=C1)=O 4H-cyclopenta[2,1-B:3,4-B']diselenophenone